(S)-4-(((3-(difluoromethoxy)-3''-(5-(4,5-dihydro-1H-imidazol-2-yl)-6-methoxypyridin-2-yl)-2',2''-dimethyl-[1,1':3',1''-terphenyl]-4-yl)methyl)amino)-3-hydroxybutanoic acid FC(OC=1C=C(C=CC1CNC[C@H](CC(=O)O)O)C1=C(C(=CC=C1)C1=C(C(=CC=C1)C1=NC(=C(C=C1)C=1NCCN1)OC)C)C)F